tert-butyl (S)-3-((4-chloro-5-((5-((4-fluorophenyl)ethynyl)-3-methylpyridin-2-yl)carbamoyl)-1H-pyrazol-1-yl)methyl)piperidine-1-carboxylate ClC=1C=NN(C1C(NC1=NC=C(C=C1C)C#CC1=CC=C(C=C1)F)=O)C[C@@H]1CN(CCC1)C(=O)OC(C)(C)C